5-[3-methyl-4-(pyridin-3-yl)phenyl]-3,6-dihydro-2H-1,3,4-oxadiazin-2-one CC=1C=C(C=CC1C=1C=NC=CC1)C1=NNC(OC1)=O